FC1(CCC(CC1)NC1=NC(=NC(=N1)NC1CCC(CC1)(F)F)C1=NC(=CC=C1F)F)F N2,N4-bis(4,4-difluoro-cyclohexyl)-6-(3,6-difluoropyridin-2-yl)-1,3,5-triazine-2,4-diamine